N1CC[C@@H](CCC1)CNC1=NN(C(=C1)C1=CC(=C(C#N)C=C1)F)C1=C(C=C(C=C1)N1CCS(CC1)(=O)=O)F (R)-4-(3-((azepan-4-ylmethyl)amino)-1-(4-(1,1-dioxidothio-morpholino)-2-fluorophenyl)-1H-pyrazol-5-yl)-2-fluorobenzonitrile